N-(3-(4-(7-fluoro-1-oxo-1,2,3,4-tetrahydroisoquinolin-6-yl)-3-nitro-1H-pyrazol-1-yl)phenyl)acrylamide FC1=C(C=C2CCNC(C2=C1)=O)C=1C(=NN(C1)C=1C=C(C=CC1)NC(C=C)=O)[N+](=O)[O-]